N-[3-methoxy-4-(1,2,3,6-tetrahydro-pyridin-4-yl)-phenyl]-3-methyl-4-(1,2,3,6-tetrahydro-pyridin-4-yl)-benzamide COC=1C=C(C=CC1C=1CCNCC1)NC(C1=CC(=C(C=C1)C=1CCNCC1)C)=O